O=C1NC(CCC1OC1=CC=C(C=C1)N1CCN(CC1)CCCNC(=O)C=1C2=C(NC1C)\C(\CC2)=C\2/C(NC1=CC=C(C=C21)F)=O)=O (Z)-N-(3-(4-(4-((2,6-dioxopiperidin-3-yl)oxy)phenyl)piperazin-1-yl)propyl)-6-(5-fluoro-2-oxoindolin-3-ylidene)-2-methyl-1,4,5,6-tetrahydrocyclopenta[b]pyrrole-3-carboxamide